CN1C=C(C=2N1C(C(=C(N2)C(F)(F)F)C=2C=NN(C2)CC(C(F)(F)F)(F)F)=O)C 1,3-dimethyl-6-[1-(2,2,3,3,3-pentafluoropropyl)-1H-pyrazol-4-yl]-5-(trifluoromethyl)-1H,7H-pyrazolo[1,5-a]pyrimidin-7-one